NC1CCN(CC1)C1=CC=C(C=C1)C1=CC(=CC(=C1)SC)C(=O)NC(C=1NC2=CC=CC=C2C1)C1=C(C=CC(=C1)F)O 4'-(4-aminopiperidin-1-yl)-N-((5-fluoro-2-hydroxyphenyl)(1H-indol-2-yl)methyl)-5-(methylthio)-[1,1'-biphenyl]-3-carboxamide